ClC=1C(=NC(=NC1)NC1CCOCC1)C1=CC=C2CN(C(C2=C1)=O)CC(=O)N[C@H](CO)C1=NC(=CC=C1)N(C)C 2-(6-{5-Chloro-2-[(oxan-4-yl)amino]pyrimidin-4-yl}-1-oxo-2,3-dihydro-1H-isoindol-2-yl)-N-[(1S)-1-[6-(dimethylamino)pyridin-2-yl]-2-hydroxyethyl]acetamide